2-amino-N-(4-(3-(pyrimidin-4-yl)phenyl)thiazol-2-yl)acetamide NCC(=O)NC=1SC=C(N1)C1=CC(=CC=C1)C1=NC=NC=C1